bis-hexafluoroethanesulfonamide lithium salt [Li].FNS(=O)(=O)C(C(F)(F)F)(F)F.FNS(=O)(=O)C(C(F)(F)F)(F)F